((1S,6R,7R)-3-(3-(2-(difluoromethyl)-4-fluoro-2H-indazol-5-yl)-1H-pyrazolo[3,4-b]pyrazin-6-yl)-7-(2-fluorophenyl)-3-azabicyclo[4.1.0]heptan-7-yl)methanamine FC(N1N=C2C=CC(=C(C2=C1)F)C1=NNC2=NC(=CN=C21)N2C[C@@H]1[C@]([C@@H]1CC2)(C2=C(C=CC=C2)F)CN)F